2-Oxo-Valeric Acid O=C(C(=O)O)CCC